BrC=1C(=CSC1)OCC=1C=NC=CC1 3-[(4-bromothiophen-3-yloxy)methyl]pyridine